(E)-N-((3-chloro-2,4-difluorophenyl)(2-(2,2,2-trifluoroethoxy)pyrimidin-5-yl)methylene)-2-methylpropane-2-sulfinamide ClC=1C(=C(C=CC1F)\C(=N\S(=O)C(C)(C)C)\C=1C=NC(=NC1)OCC(F)(F)F)F